2,2,2-Trifluoroacetic acid, 6-(5-(((1-(5-bromo-2-fluoropyridin-3-yl)ethoxy)carbonyl)amino)-1-methyl-1H-1,2,3-triazol-4-yl)pyridin-3-aminium salt BrC=1C=C(C(=NC1)F)C(C)OC(=O)NC1=C(N=NN1C)C1=CC=C(C=N1)[NH3+].FC(C(=O)[O-])(F)F